N-((3-chloropyrazin-2-yl)methyl)amide ClC=1C(=NC=CN1)C[NH-]